COC1=C(C=CC=C1C1=NN(C=N1)C)NC1=C2C(=NC=C1C(=O)NC)NN=C2 4-((2-methoxy-3-(1-methyl-1H-1,2,4-triazol-3-yl)phenyl)amino)-N-methyl-1H-pyrazolo[3,4-b]pyridine-5-carboxamide